[Pd](Cl)Cl.C1(CCCCC1)P(CCCP(C1CCCCC1)C1CCCCC1)C1CCCCC1 [1,3-bis(dicyclohexylphosphino)propane] palladium (II) dichloride